O1CCN(CC1)CCOC=1C=C(C=CC1)C1=C2CCN(C2=CC=C1)C=O {4-[3-(2-morpholinoethoxy)phenyl]indolin-1-yl}methanone